C(CCC)C1CN(C(OC12CCN(CC2)C2(CCN(CC2)C(=O)C=2C(=NC=NC2C)C)C)=O)CC2CCC(CC2)OC 5-Butyl-9-[1-(4,6-dimethyl-pyrimidine-5-carbonyl)-4-methyl-piperidin-4-yl]-3-(4-methoxy-cyclohexylmethyl)-1-oxa-3,9-diaza-spiro[5.5]undecan-2-one